C(OCCC1=CC=CC=C1)(OCCC1=CC=CC=C1)=O di(phenylethyl) carbonate